tri-n-butyl-(4-hexylthienyl)tin C(CCC)[Sn](C=1SC=C(C1)CCCCCC)(CCCC)CCCC